N-(6-([1,1'-biphenyl]-3-ylmethyl)-5-azaspiro[2.4]heptan-7-yl)ethanesulfonamide hydrochloride Cl.C1(=CC(=CC=C1)CC1NCC2(CC2)C1NS(=O)(=O)CC)C1=CC=CC=C1